3,4-dichloro-isothiazole-5-carbaldehyde ClC1=NSC(=C1Cl)C=O